3-(4-((3-(4-(6-((6-acetyl-8-cyclopentyl-5-methyl-7-oxo-7,8-dihydropyrido[2,3-d]pyrimidin-2-yl)amino)pyridin-3-yl)piperazin-1-yl)azetidin-1-yl)methyl)phenyl)piperidine-2,6-dione C(C)(=O)C1=C(C2=C(N=C(N=C2)NC2=CC=C(C=N2)N2CCN(CC2)C2CN(C2)CC2=CC=C(C=C2)C2C(NC(CC2)=O)=O)N(C1=O)C1CCCC1)C